BrCC1=CC=C(COC2=C(C(N(N=C2)C(C)C)=O)Cl)C=C1 5-((4-(bromomethyl)benzyl)oxy)-4-chloro-2-isopropylpyridazin-3(2H)-one